tert-butyl N-[(6R)-6-benzyloxy-6,15-bis(trifluoromethyl)-19-oxa-13-thia-3,4,18-triazatricyclo[12.3.1.12,5]nonadeca-1(17),2,4,9,14(18),15-hexaen-17-yl]carbamate C(C1=CC=CC=C1)O[C@]1(C2=NN=C(C3=C(C=C(C(SCCC=CCC1)=N3)C(F)(F)F)NC(OC(C)(C)C)=O)O2)C(F)(F)F